1-trimethoxysilyl-8-(4-methylpiperazin-1-yl)(triethoxysilylpropylamino)methylsilyl-octane Dimethyl-2-(4-(methoxycarbonyl)-1H-indol-1-yl)bicyclo[1.1.1]pentane-1,3-dicarboxylate COC(=O)C12C(C(C1)(C2)C(=O)OC)N2C=CC1=C(C=CC=C21)C(=O)OC.CO[Si](C(CCCCCCCN2CCN(CC2)C)[SiH2]CNCCC[Si](OCC)(OCC)OCC)(OC)OC